CN1N=CC(=C1)C=1C=C2N(N=CC=C2N2CC3CCC(C2)N3C3CC(C3)O)C1 3-(3-(6-(1-methyl-1H-pyrazol-4-yl)pyrrolo[1,2-b]pyridazin-4-yl)-3,8-diazabicyclo[3.2.1]octan-8-yl)cyclobutan-1-ol